CC1=NOC(=N1)C1=CC=C2C(=N1)NC=C2C2=NC(=NC=C2C(F)(F)F)N[C@@H]2CN(CCC2)C(=O)OC(C)(C)C Tert-butyl (3S)-3-[[4-[6-(3-methyl-1,2,4-oxadiazol-5-yl)-1H-pyrrolo[2,3-b]pyridin-3-yl]-5-(trifluoromethyl)pyrimidin-2-yl]amino]piperidine-1-carboxylate